C(C1=CC=CC=C1)N1N=C(C=C1C(=O)N[C@H](C(=O)NC)CC1=CC(=CC=C1)Br)C=1C=C(C=CC1)C (S)-1-benzyl-N-(3-(3-bromophenyl)-1-(methylamino)-1-oxopropan-2-yl)-3-(m-tolyl)-1H-pyrazole-5-carboxamide